ClC1=CC=C(CN2C(=NC=3N(C(N(C(C23)=O)CCCO)=O)CC)OC2=CC=C(C=C2)OC(F)(F)F)C=C1 7-(4-chlorobenzyl)-3-ethyl-1-(3-hydroxypropyl)-8-(4-(trifluoromethoxy)phenoxy)-1H-purine-2,6(3H,7H)-dione